Potassium 1,2,3,4,5-pentapropylcyclopentadienide C(CC)[C-]1C(=C(C(=C1CCC)CCC)CCC)CCC.[K+]